Vanadium(V) Hydroxide [OH-].[V+5].[OH-].[OH-].[OH-].[OH-]